spiro[indan-1,4'-piperidin]-2-ol N1CCC2(CC1)C(CC1=CC=CC=C12)O